2-methyl-1',2',3',6'-tetrahydro-[3,4'-bipyridine]-6-carbonitrile CC1=NC(=CC=C1C=1CCNCC1)C#N